C(C)[Si](C1=CC=C(C=C1)C(=C)C1=CC=CC=C1)(OC)OC 1-[4-(ethyldimethoxysilyl)phenyl]-1-phenylethene